C1(=CCCCC1)C1=NC(=CC2=CN=C(C=C12)N[C@@H]1CNCCC1)C#N (S)-1-(cyclohex-1-en-1-yl)-7-(piperidin-3-ylamino)-2,6-naphthyridine-3-carbonitrile